C1(CCCCC1)ON1C(CC(CC1(C)C)NCCCCCCCCCCCCCCCCCC)(C)C 1-cyclohexyloxy-2,2,6,6-tetramethyl-4-octadecylamino-piperidine